COC1=C(C=CC(=C1)NS(=O)(=O)C)N1N=C(C=2C=NC(=CC21)C=2C=NN1C2N=CC=C1)NC(CN(C(OC(C)(C)C)=O)C)=O tert-Butyl (2-((1-(2-methoxy-4-(methylsulfonamido)phenyl)-6-(pyrazolo[1,5-a]pyrimidin-3-yl)-1H-pyrazolo[4,3-c]pyridin-3-yl)amino)-2-oxoethyl)(methyl)carbamate